FC1=C(OCC=2C(=C3C(N(C(C3=CC2)=O)C2C(NC(CC2)=O)=O)=O)F)C(=CC=C1F)C=1N=C(SC1)N1CCOCC1 5-((2,3-difluoro-6-(2-morpholinothiazol-4-yl)phenoxy)methyl)-2-(2,6-dioxopiperidin-3-yl)-4-fluoroisoindoline-1,3-dione